7-fluoro-3,4-dihydroquinoxalin-2(1H)-one FC1=CC=C2NCC(NC2=C1)=O